[Cl-].C(CCC)N1CN(C=C1)C=C 1-butyl-3-vinyl-imidazole chloride salt